C(CC#C)S(=O)(=O)N1CCC(CC1)NC(OC(C)(C)C)=O tert-butyl (1-(but-3-yn-1-ylsulfonyl)piperidin-4-yl)carbamate